C[SiH](OC(C#C)(C)C)OC(C#C)(C)C methyl-bis(1,1-dimethyl-2-propynyloxy)silane